C12C(C(C(C=C1)C2)C(=O)[O-])C(=O)[O-] 5-norbornene-2,3-dicarboxylate